C1(CC1)N1C(=NC2=C1C=C(C(=C2)NC=2SC(=NN2)C2=CC=C(C=C2)C(F)(F)F)N2CCOCC2)C2=CC=C(C=C2)F N-(1-cyclopropyl-6-morpholinyl-2-(4-fluorophenyl)-5-benzimidazolyl)-5-(4-trifluoromethylphenyl)-1,3,4-thiadiazol-2-amine